N-cyclobutyl-2-[2,6-dichloro-4-(6-cyano-3,5-dioxo-1,2,4-triazin-2-yl)phenoxy]-5-methoxy-pyridine-4-sulfonamide C1(CCC1)NS(=O)(=O)C1=CC(=NC=C1OC)OC1=C(C=C(C=C1Cl)N1N=C(C(NC1=O)=O)C#N)Cl